(1S)-1-phenyl-2-pyridin-2-ylethylamine dihydrochloride Cl.Cl.C1(=CC=CC=C1)[C@H](CC1=NC=CC=C1)N